6-(3-Bromophenyl)-5-(4-methyl-4H-1,2,4-triazol-3-yl)nicotinonitrile BrC=1C=C(C=CC1)C1=NC=C(C#N)C=C1C1=NN=CN1C